Benzyl 1-(4-((3,4-dichloro-2-fluorophenyl)amino)quinazolin-6-yl)-3-azabicyclo[3.1.0]hexane-3-carboxylate ClC=1C(=C(C=CC1Cl)NC1=NC=NC2=CC=C(C=C12)C12CN(CC2C1)C(=O)OCC1=CC=CC=C1)F